COC1=CC=C(C=N1)N1C(N(C2=C1C=CC=C2)CC2CCC(CC2)NC(OC(C)(C)C)=O)=O tert-butyl ((1r,4r)-4-((3-(6-methoxypyridin-3-yl)-2-oxo-2,3-dihydro-1H-benzo[d]imidazol-1-yl)methyl)cyclohexyl)carbamate